C(C1=CC=CC=C1)SC1=CC(=C(C=C1)NC([C@H](CC1=CC=CC=C1)NC(OC(C)(C)C)=O)=O)OC tert-butyl (S)-1-(4-(benzylsulfanyl)-2-methoxyphenylamino)-1-oxo-3-phenylprop-2-ylcarbamate